4-chloro-5-(cyclopropylmethyl)-2-(2-methyl-2H-indazol-5-yl)-3-oxo-3,5-dihydro-2H-pyrrolo[3,2-c]pyridazine-7-carbonitrile ClC1=C2C(=NN(C1=O)C1=CC3=CN(N=C3C=C1)C)C(=CN2CC2CC2)C#N